[La].[Sm].[Ce] cerium samarium lanthanum